FC1([C@H]2[C@@H](N(C1)CC1=C([C@@H](N=C(N1)C=1SC=CN1)C1=C(C(=CC=C1)F)C)C(=O)OCC)CCN2S(N)(=O)=O)F (S)-Ethyl 6-(((cis)-3,3-difluoro-4-sulfamoyl-hexahydropyrrolo[3,2-b]pyrrol-1(2H)-yl) methyl)-4-(3-fluoro-2-methylphenyl)-2-(thiazol-2-yl)-1,4-dihydropyrimidine-5-carboxylate